C(C)(C)(C)OC(=O)N1[C@]([C@H](CC1)[C@@]([C@H](CCC)NC(C)=O)(C)OC)(C=O)CC(=O)O (2R)-((1R)-acetamido-(2S)-methoxy-(2S)-methylpentyl)-(5R)-carboxymethyl-(3S)-formylpyrrolidine-1-carboxylic acid tert-butyl ester